ethyl 5-(4-fluorophenyl)-5-phenyl-4,5-dihydro-1,2-oxazole-3-carboxylate FC1=CC=C(C=C1)C1(CC(=NO1)C(=O)OCC)C1=CC=CC=C1